CC1=C[C@H]([C@@H](C1)C(=C)C)C1=C(C=C(C=C1O)CCCCC)O 2-((1R,5R)-3-methyl-5-(prop-1-en-2-yl)cyclopent-2-en-1-yl)-5-pentylbenzene-1,3-diol